2-methoxy-4-(1-morpholinopropyl)aniline COC1=C(N)C=CC(=C1)C(CC)N1CCOCC1